5-Fluoro-N-methyl-1-{4-[1-methyl-1-((R)-S-methylsulfonimidoyl)ethyl]-6-[(3R)-3-methylmorpholin-4-yl]pyrimidin-2-yl}-1H-benzimidazol-2-amine FC1=CC2=C(N(C(=N2)NC)C2=NC(=CC(=N2)C(C)([S@@](=O)(=N)C)C)N2[C@@H](COCC2)C)C=C1